N-(3-(4,4-difluoropiperidin-1-yl)-1-methyl-1H-indazol-5-yl)-4-(ethylsulfanyl)-2-(6-azaspiro[2.5]oct-6-yl)benzamide FC1(CCN(CC1)C1=NN(C2=CC=C(C=C12)NC(C1=C(C=C(C=C1)SCC)N1CCC2(CC2)CC1)=O)C)F